C(=CC)N1CC(CCC1)N(C1=C(C2=C(C(=N1)C=1C=NN(C1)C)C(NC2)=O)F)C 6-((1-propenylpiperidin-3-yl)(methyl)amino)-7-fluoro-4-(1-methyl-1H-pyrazol-4-yl)-1H-pyrrolo[3,4-c]pyridin-3(2H)-one